5-Chloro-N4-(2-(isopropylsulfonyl)phenyl)-N2-(trans-4-morpholinocyclohexyl)pyrimidine-2,4-diamine ClC=1C(=NC(=NC1)N[C@@H]1CC[C@H](CC1)N1CCOCC1)NC1=C(C=CC=C1)S(=O)(=O)C(C)C